2-isopropyl-2-Isobutyl-1,3-dimethoxypropane C(C)(C)C(COC)(COC)CC(C)C